(R)-6-(3-(2,5-difluorophenyl)isooxazolidin-2-yl)-N-(5-ethyl-2-methoxy-4-(4-(4-methylpiperazin-1-yl)piperidin-1-yl)phenyl)pyrimidin-4-amine FC1=C(C=C(C=C1)F)[C@@H]1N(OCC1)C1=CC(=NC=N1)NC1=C(C=C(C(=C1)CC)N1CCC(CC1)N1CCN(CC1)C)OC